2-(benzyloxy)-5-fluoronicotinonitrile C(C1=CC=CC=C1)OC1=C(C#N)C=C(C=N1)F